COC1=CC=C(C=N1)C(C)=O 1-(6-Methoxypyridin-3-yl)ethan-1-one